tert-butyl (S)-3-methyl-4-((6-methyl-pyridazin-3-yl)methyl)piperazine-1-carboxylate C[C@H]1CN(CCN1CC=1N=NC(=CC1)C)C(=O)OC(C)(C)C